[S+2].[O-2].[In+3] indium oxide sulfur